N-(1-tert-butylpyrazol-4-yl)-2-fluoro-4-methyl-5-[8-(morpholin-4-yl)imidazo[1,2-a]pyridin-6-yl]benzamide C(C)(C)(C)N1N=CC(=C1)NC(C1=C(C=C(C(=C1)C=1C=C(C=2N(C1)C=CN2)N2CCOCC2)C)F)=O